C(CCCCCCCCCCCCCCCCC)(=O)O.OCC(O)CO glycerin monostearate